C1(CC1)N1C=C(C(C2=CC(=C(C=C12)N1C[C@@H](N(CC1)N=NC1=CC=C(C=C1)S(N)(=O)=O)C)[N+](=O)[O-])=O)C(=O)O 1-Cyclopropyl-7-[(3S)-3-methyl-4-[(4-sulfamoylphenyl)diazenyl]piperazin-1-yl]-6-nitro-4-oxoquinoline-3-carboxylic acid